C(C)(C)(C)C1=CC=2C(=NC(=CN2)C=2CCC[C@H]([C@@H](N2)CO)C(C)C)N1C [(2R,3S)-7-(6-tert-butyl-5-methyl-pyrrolo[2,3-b]pyrazin-3-yl)-3-isopropyl-3,4,5,6-tetrahydro-2H-azepin-2-yl]methanol